1-Methyl-1-propylpiperidinium hexafluorophosphat F[P-](F)(F)(F)(F)F.C[N+]1(CCCCC1)CCC